[N+](=O)([O-])C=1C=C(C(=O)NC2CCCC=3C=CC4=CC=CC=C4C23)C=C(C1)[N+](=O)[O-] 4-(3,5-dinitrobenzoylamino)tetrahydrophenanthrene